[Si](C1=CC=CC=C1)(C1=CC=CC=C1)(C(C)(C)C)OCCN(C(OC(C)(C)C)=O)CCOC1=NC(=CC=2N=C(NC(C21)=O)SC)Cl tert-butyl (2-((tert-butyldiphenylsilyl)oxy)ethyl)(2-((7-chloro-2-(methylthio)-4-oxo-3,4-dihydropyrido[4,3-d]pyrimidin-5-yl)oxy)ethyl)carbamate